[Sn]=O.[In].[Ag].[Sn].[In] indium tin-silver-indium tin oxide